C1(=CC=CC=C1)C(C)N 1-phenylethan-1-amine